[(2S)-1,1,1-trifluoropropan-2-yl] 1,1,2,2,3,3,4,4,4-nonafluorobutane-1-sulfonate FC(C(C(C(F)(F)F)(F)F)(F)F)(S(=O)(=O)O[C@H](C(F)(F)F)C)F